The molecule is a carbohydrate acid derivative anion obtained by deprotonation of the carboxy and sulfo groups of 2-dehydro-3,6-dideoxy-6-sulfo-D-gluconnic acid; major species at pH 7.3. It is a carbohydrate acid derivative anion, a monocarboxylic acid anion and an organosulfonate oxoanion. It is a conjugate base of a 2-dehydro-3,6-dideoxy-6-sulfo-D-gluconic acid. C([C@@H]([C@@H](CS(=O)(=O)[O-])O)O)C(=O)C(=O)[O-]